ClC=1C=CC(=C(C1)C1=CC(=NC=C1C(=O)O)CC(=O)NN)OC 4-(5-chloro-2-methoxyphenyl)-6-(2-hydrazino-2-oxoethyl)nicotinic acid